1-cyclopropyl-3-(2-fluoro-4-(trifluoromethoxy)benzyl)-1-(piperidin-3-yl)urea C1(CC1)N(C(=O)NCC1=C(C=C(C=C1)OC(F)(F)F)F)C1CNCCC1